COC(C1=C(C(=C(C(=C1)Cl)Br)F)NC(CC#N)=O)=O 4-bromo-5-chloro-2-(2-cyanoacetamido)-3-fluorobenzoic acid methyl ester